2-(4-ethylphenoxy)-N-(4-fluoro-3-nitrophenyl)-acetamide C(C)C1=CC=C(OCC(=O)NC2=CC(=C(C=C2)F)[N+](=O)[O-])C=C1